[Ni]I nickel(I) iodide